(±)-4-(1-((5-methoxy-7-methyl-1H-indol-4-yl)methyl)-4-(3-(trifluoromethyl)cyclobutyl)piperazin-2-yl)benzoic acid COC=1C(=C2C=CNC2=C(C1)C)CN1[C@@H](CN(CC1)C1CC(C1)C(F)(F)F)C1=CC=C(C(=O)O)C=C1 |r|